7-chloro-1-(4-(1-(oxetan-3-yl)-4-(trifluoromethyl)-1H-imidazol-2-yl)benzyl)-4,4-dimethyl-1,4-dihydro-2H-pyrimido[4,5-d][1,3]oxazin-2-one ClC=1N=CC2=C(N(C(OC2(C)C)=O)CC2=CC=C(C=C2)C=2N(C=C(N2)C(F)(F)F)C2COC2)N1